F[C@@H]1CN(CC1)C1=NC=CC(=C1NC(=O)C=1C=NN(C1)C(C)C)C1=CC=CC=C1 (S)-N-(2-(3-fluoropyrrolidin-1-yl)-4-phenyl-pyridin-3-yl)-1-isoprop-yl-1H-pyrazole-4-carboxamide